N[C@@H](CCC(=O)NCC)C(=O)O.[Cu] copper L-theanine